2-(2,7-Dimethyl-2H-indazol-5-yl)-6-(1,2,3,6-tetrahydropyridin-4-yl)-1,3-benzothiazol CN1N=C2C(=CC(=CC2=C1)C=1SC2=C(N1)C=CC(=C2)C=2CCNCC2)C